FC=1C=C2[C@H]([C@H](COC2=CC1)C)CS(=O)(=O)N |o1:4,5| ((3R*,4S*)-6-fluoro-3-methylchroman-4-yl)methanesulfonamide